ClC1=CC=C(C=C1)C(=COC(F)(F)F)O[Si](C(C)C)(C(C)C)C(C)C ((1-(4-chlorophenyl)-2-(trifluoromethoxy)vinyl)oxy)triisopropylsilane